O=C(CCCCCN(CCCCCCCC(=O)OCCCC(CCCCC)CCCCC)CCN1CCNCC1)OCCCCCCCCCCC 4-pentylnonyl 8-[(6-oxo-6-undecoxy-hexyl)-(2-piperazin-1-ylethyl)amino]octanoate